N,N'-(3-Fluoro-2'-hydroxy-3''-phenoxy-[1,1':3',1''-terphenyl]-4,4''-diyl)diacetamide FC=1C=C(C=CC1NC(C)=O)C1=C(C(=CC=C1)C1=CC(=C(C=C1)NC(C)=O)OC1=CC=CC=C1)O